C(#N)C=1C=C(C=CC1OC1=CC=CC=C1)C=1SC=2N=CN=C(C2N1)O 2-(3-cyano-4-phenoxyphenyl)-7-hydroxythiazolo[5,4-d]pyrimidine